2-Chloro-6-(diethoxymethyl)-7-phenyl-7H-pyrrolo[2,3-d]pyrimidine ClC=1N=CC2=C(N1)N(C(=C2)C(OCC)OCC)C2=CC=CC=C2